(S)-5-(5-cyano-6-(3-hydroxypyrrolidin-1-yl)pyridin-3-yl)-2-fluoro-N-(isoxazol-3-yl)-4-methylbenzamide C(#N)C=1C=C(C=NC1N1C[C@H](CC1)O)C=1C(=CC(=C(C(=O)NC2=NOC=C2)C1)F)C